[O-]CC.C[NH+](C)C N,N,N-trimethyl-ammonium ethoxide